ICC\C=C\CCCCCCCC(OCCCCC)OCCCCC (3E)-1-iodo-12,12-dipentyloxy-3-dodecene